ClC1=CC2=C(S1)[C@]1(C[C@@H](N(CC1)C(=O)OC(C)(C)C)C)OCC2 tert-butyl (2'S,7S)-2-chloro-2'-methyl-spiro[4,5-dihydrothieno[2,3-c]pyran-7,4'-piperidine]-1'-carboxylate